6-(4-(4-(benzo[d]thiazol-2-yl)piperazin-1-yl)butoxy)indolin-2-one S1C(=NC2=C1C=CC=C2)N2CCN(CC2)CCCCOC2=CC=C1CC(NC1=C2)=O